(R)-N-(1-(1-acryloylazepan-3-yl)-7-chloro-6-((tetrahydro-2H-pyran-4-yl)oxy)-1H-benzo[d]imidazol-2-yl)-2-(trifluoromethyl)isonicotinamide C(C=C)(=O)N1C[C@@H](CCCC1)N1C(=NC2=C1C(=C(C=C2)OC2CCOCC2)Cl)NC(C2=CC(=NC=C2)C(F)(F)F)=O